ClC=1C=C(C=CC1)N[C@H](CC(C)C)C(=O)N1[C@@H]2CC([C@H]([C@H]1C(=O)N[C@H](/C=C(\C(=O)OCC)/F)C[C@H]1C(NCC1)=O)CC2)(F)F ethyl (S,E)-4-((1S,3S,4S)-2-((3-chlorophenyl)-D-leucyl)-5,5-difluoro-2-azabicyclo[2.2.2]octane-3-carboxamido)-2-fluoro-5-((S)-2-oxopyrrolidin-3-yl)pent-2-enoate